(S)-4-(1-(5-(4-fluorophenyl)-1-(4-(trifluoromethyl)benzyl)-1H-indol-7-amido)ethyl)benzoic acid FC1=CC=C(C=C1)C=1C=C2C=CN(C2=C(C1)C(=O)N[C@@H](C)C1=CC=C(C(=O)O)C=C1)CC1=CC=C(C=C1)C(F)(F)F